[Na+].[Na+].N(=C=S)C=1C=C(C(=CC1)C=CC=1C(=CC(=CC1)N=C=S)S(=O)(=O)[O-])S(=O)(=O)[O-] 4,4'-Diisothiocyanato-2,2'-stilbenedisulfonic acid disodium salt